C1(=CC=CC=C1)C=1OC(=C(N1)N1C(NC(C(=C1)C)=O)=O)C1=CC=CC=C1 1-(2,5-diphenyloxazol-4-yl)-5-methylpyrimidine-2,4(1H,3H)-dione